rel-(4R)-6-[4-ethoxy-2-methyl-6-(1-methylpyrazol-4-yl)indazol-3-yl]-8-methoxy-4-methyl-3,4-dihydro-2H-isoquinolin-1-one C(C)OC=1C2=C(N(N=C2C=C(C1)C=1C=NN(C1)C)C)C=1C=C2[C@H](CNC(C2=C(C1)OC)=O)C |o1:22|